2-(3-Amino-4-methoxy-5-(2,2,2-trifluoro-1-methoxyethyl)-1H-indazol-1-yl)acetonitrile NC1=NN(C2=CC=C(C(=C12)OC)C(C(F)(F)F)OC)CC#N